N1=C(C=CC=C1)P(C1=NC=CC=C1)C1=NC=CC=C1 tripyridylphosphine